ClC=1C=C2C=3C(=C4C(=NC3C1)C1=CC3=C(C(N1C4)=O)COC([C@]3(O)CC)=O)[C@H](CC2)NC(CO)=O N-((1S,9S)-5-chloro-9-ethyl-9-hydroxy-10,13-dioxo-2,3,9,10,13,15-hexahydro-1H,12H-benzo[de]pyrano[3',4':6,7]indolizino[1,2-b]quinolin-1-yl)-2-hydroxyacetamide